(S)-methyl 4-(2-(((tert-butyldiphenylsilyl)oxy)methyl)-4-((4'-chloro-5,5-dimethyl-3,4,5,6-tetrahydro-[1,1'-biphenyl]-2-yl)methyl)piperazin-1-yl)benzoate [Si](C1=CC=CC=C1)(C1=CC=CC=C1)(C(C)(C)C)OC[C@H]1N(CCN(C1)CC1=C(CC(CC1)(C)C)C1=CC=C(C=C1)Cl)C1=CC=C(C(=O)OC)C=C1